potassium mercaptopropionate SC(C(=O)[O-])C.[K+]